(R)-1-methylpyrrolidin-3-yl 1-(6-(5-(6-methylpyridin-2-yl)-1H-imidazol-4-yl)quinolin-3-yl)azetidine-3-carboxylate CC1=CC=CC(=N1)C1=C(N=CN1)C=1C=C2C=C(C=NC2=CC1)N1CC(C1)C(=O)O[C@H]1CN(CC1)C